COCCOCC(C(=O)O)OC 3-(2-methoxyethoxy)-2-methoxypropionic acid